N-(2-(4-(2-((10-((2-(2,6-dioxopiperidin-3-yl)-1,3-dioxoisoindolin-4-yl)amino)decyl)amino)-2-oxoethyl)piperazin-1-yl)ethyl)-6-hydroxy-2-oxo-2H-chromene-3-carboxamide O=C1NC(CCC1N1C(C2=CC=CC(=C2C1=O)NCCCCCCCCCCNC(CN1CCN(CC1)CCNC(=O)C=1C(OC2=CC=C(C=C2C1)O)=O)=O)=O)=O